5-(biphenyl-4-yl)-2-[4-{10-(pyridin-3-yl)anthracene-9-yl}phenyl]-2H-benzotriazole C1(=CC=C(C=C1)C1=CC=2C(=NN(N2)C2=CC=C(C=C2)C=2C3=CC=CC=C3C(=C3C=CC=CC23)C=2C=NC=CC2)C=C1)C1=CC=CC=C1